ClC1=C(N=C2N(C1=O)C=C(N=C2C2=CC=C(C=C2)Cl)[C@H]2C[C@@H](OCC2)C=2C=NN(C2)C2CC2)C 3-chloro-9-(4-chlorophenyl)-7-((2R,4R)-2-(1-cyclopropyl-1H-pyrazol-4-yl)tetrahydro-2H-pyran-4-yl)-2-methyl-4H-pyrazino[1,2-a]pyrimidin-4-one